C1(CC1)C1=CC=C(C=C1)/C(=C/COC1=CC(=C(OCC(=O)OC)C=C1)C)/C1=CC=C(C=C1)C#CCN(C)C methyl (Z)-[4-[3-(4-cyclopropylphenyl)-3-[4-[3-(N,N-dimethylamino)propynyl]phenyl]allyloxy]-2-methylphenoxy]acetate